2-((8-(5-(oct-2-yl)furan-2-yl)octyl)oxy)tetrahydro-2H-pyran 6-cyclopropyl-2,8-dimethyl-1,7-dioxo-1,2,6,7-tetrahydropyrido[3,4-d]pyridazin-4-yl-2,4,6-triisopropylbenzenesulfonate C1(CC1)N1C=C2C(=NN(C(C2=C(C1=O)C)=O)C)OS(=O)(=O)C1=C(C=C(C=C1C(C)C)C(C)C)C(C)C.CC(CCCCCC)C1=CC=C(O1)CCCCCCCCOC1OCCCC1